FC(C(C1=CC=C(C=C1)F)NS(=O)(=O)C=1N=CC=2N(C1)C=CN2)(F)F N-(2,2,2-trifluoro-1-(4-fluorophenyl)ethyl)imidazo[1,2-a]pyrazine-6-sulfonamide